2-[4-[4-[(2,6-dioxo-3-piperidyl)-methyl-amino]phenyl]-1-piperidyl]-N-[5-fluoro-7-hydroxy-6-(1,1,4-trioxo-1,2,5-thiadiazolidin-2-yl)-2-naphthyl]acetamide O=C1NC(CCC1N(C1=CC=C(C=C1)C1CCN(CC1)CC(=O)NC1=CC2=CC(=C(C(=C2C=C1)F)N1S(NC(C1)=O)(=O)=O)O)C)=O